1-(3-aminophenyl)urea NC=1C=C(C=CC1)NC(=O)N